1-((1-acetylpiperidin-4-yl)methyl)-3-(3-chloro-4-fluorophenyl)-1-(1-(1-oxo-1,2-dihydroisoquinolin-4-yl)ethyl)urea C(C)(=O)N1CCC(CC1)CN(C(=O)NC1=CC(=C(C=C1)F)Cl)C(C)C1=CNC(C2=CC=CC=C12)=O